(R)-6-chloro-3-((1-(2-cyano-3-(6-fluoro-2-azaspiro[3.3]heptan-2-yl)-7-methylquinoxalin-5-yl)ethyl)amino)picolinic acid ClC1=CC=C(C(=N1)C(=O)O)N[C@H](C)C1=C2N=C(C(=NC2=CC(=C1)C)C#N)N1CC2(C1)CC(C2)F